C1(CC1)C([C@@H](C=1N=C2N(N=C(C=C2)CC2C(NCC(C2)(C)O)=O)C1)NC(=O)C1=CC=NN1CC)C1CC1 N-((1S)-2,2-dicyclopropyl-1-(6-((5-hydroxy-5-methyl-2-oxopiperidin-3-yl)methyl)imidazo[1,2-b]pyridazin-2-yl)ethyl)-1-ethyl-1H-pyrazole-5-carboxamide